5-(trifluoromethyl)bicyclo[4.2.0]octa-1,3,5-trien-2-amine FC(C=1C=CC(=C2CCC12)N)(F)F